6-(4-methoxyphenyl)benzo[d]thiazol COC1=CC=C(C=C1)C1=CC2=C(N=CS2)C=C1